(7aR*,11S*,11aS*)-11-((tert-butyldimethylsilyl)oxy)-5-chloro-4-fluoro-2-(methylthio)-7a,8,10,11,11a,12-hexahydro-9H-7-oxa-1,3,6,12-tetraazapleiadene [Si](C)(C)(C(C)(C)C)O[C@H]1CCC[C@H]2OC3=NC(=C(C4=NC(=NC(N[C@H]12)=C43)SC)F)Cl |o1:8,12,24|